4-(1-(3-(5-oxo-5,6-dihydro-1,6-naphthyridin-7-yl)propyl)-1,2,3,6-tetrahydropyridin-4-yl)benzonitrile O=C1C=2C=CC=NC2C=C(N1)CCCN1CCC(=CC1)C1=CC=C(C#N)C=C1